NC1=NN2C(C=C(C=C2)C=2C(=NC=C(C(=O)NCC3=C(C=CC=C3F)OCC3CCC3)C2)OC)=N1 5-(2-amino-[1,2,4]triazolo[1,5-a]pyridin-7-yl)-N-(2-(cyclobutylmethoxy)-6-fluorobenzyl)-6-methoxynicotinamide